COC=1C(OC(=CC1NC1(CCCC1)COC)C(=O)OC)=O Methyl 3-methoxy-4-((1-(methoxymethyl)cyclopentyl)amino)-2-oxo-2H-pyran-6-carboxylate